C(C)(C)(C)OC(N[C@@H]1C[C@H](C1)OC(F)F)=O trans-N-(3-(difluoromethoxy)cyclobutyl)carbamic acid tert-butyl ester